CC1=C(C=CC(=C1)C)C1=NC(=NC(=N1)C1=C(C=C(C=C1)C)C)C1=C(C=C(OCCOC(C(=O)OC)C)C=C1)O methyl 2-[2-[4-[4,6-bis(2,4-di-methylphenyl)-1,3,5-triazin-2-yl]-3-hydroxy-phenoxy]ethoxy]propanoate